OC1=C2C(C=COC2=CC=C1)=O 5-hydroxy-4-oxo-4H-chromen